(1R,3S)-3-{3-[(1,2-oxazol-5-ylacetyl)amino]-1H-pyrazol-5-yl}cyclopentyl (2S)-butan-2-ylcarbamate C[C@@H](CC)NC(O[C@H]1C[C@H](CC1)C1=CC(=NN1)NC(CC1=CC=NO1)=O)=O